ClC1=C(C=CC=C1C1=NC(=C(C=C1)CN1CC2(C1)NC(CC2)=O)OC)C2=C(C(=CC=C2)C2=C(C(N(C(N2C)=O)C)=O)C(=O)N)C (2'-chloro-3'-(6-methoxy-5-((6-oxo-2,5-diazaspiro[3.4]octan-2-yl)methyl)pyridin-2-yl)-2-methyl-[1,1'-biphenyl]-3-yl)-1,3-dimethyl-2,4-dioxo-1,2,3,4-tetrahydropyrimidine-5-carboxamide